N1=CN=C(C2=C1NC=C2)C=2C(=NC=CC2)NC=2C=CC(=C(C2)NC(C2=CC(=CC(=C2)C(F)(F)F)C(F)(F)F)=O)F N-(5-(3-(7H-pyrrolo[2,3-d]pyrimidin-4-yl)pyridin-2-ylamino)-2-fluorophenyl)-3,5-bis(trifluoromethyl)benzamid